ClC1=CC=C(C=C1)C1=CC(=NC(=N1)C=1C=NN(C1)C)N1CCC(CC1)C(CC)O (1-(6-(4-chlorophenyl)-2-(1-methyl-1H-pyrazol-4-yl)pyrimidin-4-yl)piperidin-4-yl)propan-1-ol